C(#N)\N=C(\NCCCN(CCCCCCCC(=O)OC(CCCCCCCC)CCCCCCCC)CCCCCC(OCCCCCCCCCCC)=O)/N(C)C Heptadecan-9-yl (Z)-8-((3-(2-cyano-3,3-dimethylguanidino)propyl)(6-oxo-6-(undecyloxy)hexyl)amino)octanoate